CS(=O)(=O)O.CS(=O)(=O)O methylsulfonate (methanesulfonate)